rac-2-ethoxyethyl (1R,2R)-1-cyano-2-(difluoromethyl)cyclopropane-1-carboxylate C(#N)[C@@]1([C@@H](C1)C(F)F)C(=O)OCCOCC |r|